ClC1=NC=C(C(=N1)C1=CC=CC=C1)OCCOC 2-chloro-5-(2-methoxyethoxy)-4-phenylpyrimidine